N-[[6-(2,3-Dihydro-1,4-benzodioxin-6-ylamino)-2-pyridyl]sulfonyl]-2-(2,2,4-trimethylpyrrolidin-1-yl)pyridin-3-carboxamid O1CCOC2=C1C=CC(=C2)NC2=CC=CC(=N2)S(=O)(=O)NC(=O)C=2C(=NC=CC2)N2C(CC(C2)C)(C)C